magnesium taurine salt NCCS(=O)(=O)[O-].[Mg+2].NCCS(=O)(=O)[O-]